(R)-4-((1-(3-(difluoromethyl)-2-fluorophenyl)ethyl)amino)-6-(1-(fluoromethyl)cyclopropyl)-2-methyl-8-(4-((3-methyloxetane-3-yl)methyl)piperazin-1-yl)pyrido[4,3-d]pyrimidine FC(C=1C(=C(C=CC1)[C@@H](C)NC=1C2=C(N=C(N1)C)C(=CN(C2)C2(CC2)CF)N2CCN(CC2)CC2(COC2)C)F)F